N-(4-(3-amino-7-(pyridin-2-yl)-6-(1,1,1-trifluoropropan-2-yl)-1H-pyrazolo[4,3-c]pyridin-4-yl)benzyl)-5-fluoro-2-methoxybenzamide NC1=NNC2=C1C(=NC(=C2C2=NC=CC=C2)C(C(F)(F)F)C)C2=CC=C(CNC(C1=C(C=CC(=C1)F)OC)=O)C=C2